C[C@H](CCCC(C)C)[C@H]1CC[C@H]2[C@@H]3CC[C@H]4C[C@H](CC[C@@]4([C@H]3CC[C@]12C)C)OCCO 2-[(3S,5S,8R,9S,10S,13R,14S,17R)-17-((R)-1,5-dimethylhexyl)-10,13-dimethylhexadecahydrocyclopenta[a]phenanthrene-3-yloxy]-ethanol